2-[3-(1-Hydroxyethyl)-6-[5-[(6-methylpyridazin-3-yl)amino]benzimidazol-1-yl]-2-pyridyl]triazole-4-carbonitrile OC(C)C=1C(=NC(=CC1)N1C=NC2=C1C=CC(=C2)NC=2N=NC(=CC2)C)N2N=CC(=N2)C#N